(2-amino-[1,2,4]triazolo[1,5-a]pyridin-7-yl)-6-chloro-N-(2,2-difluoro-3-(4-fluorophenyl)-3-hydroxypropyl-1,1-d2)-2-fluorobenzamide NC1=NN2C(C=C(C=C2)C=2C(=C(C(=O)NC(C(C(O)C3=CC=C(C=C3)F)(F)F)([2H])[2H])C(=CC2)Cl)F)=N1